1-{4-[(2-{3-[(2-ethoxy-4-methanesulfonylphenyl)amino]prop-1-yn-1-yl}-1-(2,2,2-trifluoroethyl)-1H-indol-4-yl)amino]piperidin-1-yl}-3-methoxypropan-2-ol C(C)OC1=C(C=CC(=C1)S(=O)(=O)C)NCC#CC=1N(C2=CC=CC(=C2C1)NC1CCN(CC1)CC(COC)O)CC(F)(F)F